C(C)(C)(C)OC(C1=CC(=CC=C1)CC(C(=O)OC)N1C(C2=CC=CC=C2C1=O)=O)=O 3-(2-(1,3-dioxoisoindolin-2-yl)-3-methoxy-3-oxopropyl)benzoic acid tert-butyl ester